tetracyclo[6.2.1.1(3,6).0(2,7)]dodeca-4-ene C12C3C4C=CC(C3C(CC1)C2)C4